BrC1=CC=C2CC[C@H](C2=C1)OC1=C(C(=CC=C1)OC(F)(F)F)CC(=O)OCC (R)-ethyl 2-(2-((6-bromo-2,3-dihydro-1H-inden-1-yl)oxy)-6-(trifluoromethoxy)phenyl)acetate